FC(C1=NN2C(N=C(C=C2NCC2(CN(C2)C(=O)NC2CC(C2)(C)O)C2=CC=C(C=C2)F)C(F)(F)F)=C1)(F)F 3-(((2,5-bis(trifluoromethyl)pyrazolo[1,5-a]pyrimidin-7-yl)amino)methyl)-3-(4-fluorophenyl)-N-((1r,3r)-3-hydroxy-3-methylcyclobutyl)azetidine-1-carboxamide